N-piperonyl-vanillamide C(C1=CC=2OCOC2C=C1)NC(C1=CC(OC)=C(O)C=C1)=O